copper (I) melamine N1=C(N)N=C(N)N=C1N.[Cu+]